isopropyl-6-(3-methanesulfonyl-phenyl)-N'-(2-trifluoromethyl-pyridin-4-yl)-[1,3,5]triazine-2,4-diamine C(C)(C)NC1=NC(=NC(=N1)NC1=CC(=NC=C1)C(F)(F)F)C1=CC(=CC=C1)S(=O)(=O)C